5-(1-anthraceneoxycarbonylmethyl)-bicyclo[2.2.1]Hept-2-ene C1(=CC=CC2=CC3=CC=CC=C3C=C12)OC(=O)CC1C2C=CC(C1)C2